C(CCCCCC(C)C)(=O)O i-nonanoic acid